FC1=CC=CC2=C1N=C(S2)[C@H]2N(CCC1=C2N=CN1)C(=O)C1=CN=C(O1)C(F)(F)F (S)-(4-(4-fluorobenzo[d]thiazol-2-yl)-6,7-dihydro-1H-imidazo[4,5-c]pyridin-5(4H)-yl)(2-(trifluoromethyl)oxazol-5-yl)methanone